FC1=C(OCC(=O)NC2CN(CCC2)C(CCCNC2=CC3=C(N=NN(C3=O)C3C(NC(CC3)=O)=O)C=C2)=O)C(=CC=C1F)C=1N=C(SC1)N1CCOCC1 2-(2,3-difluoro-6-(2-morpholinothiazol-4-yl)phenoxy)-N-(1-(4-((3-(2,6-dioxopiperidin-3-yl)-4-oxo-3,4-dihydrobenzo[d][1,2,3]triazin-6-yl)amino)butanoyl)piperidin-3-yl)acetamide